6-bromo-3-methoxy-2-nitro-benzoic acid BrC1=CC=C(C(=C1C(=O)O)[N+](=O)[O-])OC